C(C)(C)(C)OC(=O)N([C@H](CC(=O)N1C[C@H](C[C@H]1C(NCCCC)=O)NC(OCC1=CC=CC=C1)=O)C1=CC=C(C=C1)Cl)C benzyl N-[(3S,5S)-1-[(3R)-3-{[(tert-butoxy)carbonyl](methyl)amino}-3-(4-chlorophenyl) propanoyl]-5-(butylcarbamoyl)pyrrolidin-3-yl]carbamate